C1=CC=CC=2C(CC=CC12)=O 5-naphthalenone